(S)-5-(5-(3,5-dimethylisoxazol-4-yl)-1-((R)-1-(methylsulfonyl)pyrrolidin-3-yl)-1H-benzo[d]imidazol-2-yl)-1-(naphthalen-1-yl)pyrrolidin-2-one CC1=NOC(=C1C1=CC2=C(N(C(=N2)[C@@H]2CCC(N2C2=CC=CC3=CC=CC=C23)=O)[C@H]2CN(CC2)S(=O)(=O)C)C=C1)C